(E)-1,1'-bis(2-pyridylvinyl)ferrocene N1=C(C=CC=C1)C=C[C-]1C=CC=C1.[C-]1(C=CC=C1)\C=C\C1=NC=CC=C1.[Fe+2]